4-(5'-methoxy-2'-oxo-1',2'-dihydrospiro[cyclohexane-1,3'-pyrrolo[2,3-b]pyridin]-4-yl)-1,4-diazepan-1-carboxylic acid ethyl ester C(C)OC(=O)N1CCN(CCC1)C1CCC2(C(NC3=NC=C(C=C32)OC)=O)CC1